1-[4-({2-chloro-6H,7H,8H-pyrimido[5,4-b][1,4]oxazin-8-yl}methyl)phenyl]-5-methyl-3-(trifluoromethyl)-1H-pyrazole ClC=1N=CC=2OCCN(C2N1)CC1=CC=C(C=C1)N1N=C(C=C1C)C(F)(F)F